C(#N)C=1C=C(C=CC1)S(=O)(=O)NC1CC(C1)NC1=C2C(=NC=C1C=1OC=CN1)NC=C2 3-cyano-N-((1r,3r)-3-((5-(oxazol-2-yl)-1H-pyrrolo[2,3-b]pyridin-4-yl)amino)cyclobutyl)benzenesulfonamide